Cl.C(C1=CC=CC=C1)N1N=C(C2=CC=CC=C2C1=O)C1=CC=C(CS(=O)(=O)N)C=C1 (4-(3-benzyl-4-oxo-3,4-dihydro-phthalazin-1-yl)benzyl)sulphonamide hydrochloride